(1R,4R,7R)-2-{2-[1-(cyclopropylmethyl)-1H-indol-2-yl]-7-methoxy-1-[(2-methyl-1,3-thiazol-4-yl)methyl]-1H-1,3-benzodiazole-5-carbonyl}-2-azabicyclo[2.2.1]heptan-7-amine C1(CC1)CN1C(=CC2=CC=CC=C12)C1=NC2=C(N1CC=1N=C(SC1)C)C(=CC(=C2)C(=O)N2[C@@H]1CC[C@H](C2)[C@H]1N)OC